CN1N=C(C(=C1)C1=CC=NC=C1)C1=CC=C(OCC=2C(=NC3=CC=CC=C3N2)N2CCN(CC2)C(=O)OC(C)(C)C)C=C1 tert-Butyl 4-[3-[[4-[1-methyl-4-(4-pyridyl)pyrazol-3-yl]phenoxy]methyl] quinoxalin-2-yl]piperazine-1-carboxylate